N-Lauroyl-L-Proline methyl-2-((3-methyl-4-(2-methylbenzamido)phenyl)sulfonamido)-2-(piperidin-4-yl)acetate hydrochloride Cl.CC(C(=O)O)(C1CCNCC1)NS(=O)(=O)C1=CC(=C(C=C1)NC(C1=C(C=CC=C1)C)=O)C.C(CCCCCCCCCCC)(=O)N1[C@@H](CCC1)C(=O)O